N-(4-(Aminomethyl)benzyl)-N'-benzyl-1,2-ethandiamin NCC1=CC=C(CNCCNCC2=CC=CC=C2)C=C1